6-(4-(5-hydroxy-3-(4-methoxyphenyl)-1H-pyrazol-1-yl)phenyl)-4,5-dihydropyridazin-3(2H)-one OC1=CC(=NN1C1=CC=C(C=C1)C=1CCC(NN1)=O)C1=CC=C(C=C1)OC